3,3-dicyclopropylpropan-1-ol C1(CC1)C(CCO)C1CC1